O[C@@H]1C[C@H](NC1)C(=O)N[C@@H](CO)C1=CC=C(C=C1)C=1C=NC=CC1 (2S,4R)-4-hydroxy-N-((R)-2-hydroxy-1-(4-(pyridin-3-yl)phenyl)ethyl)pyrrolidine-2-carboxamide